4-(6-(tert-butyl)pyridin-2-yl)-2-chlorobenzoic acid C(C)(C)(C)C1=CC=CC(=N1)C1=CC(=C(C(=O)O)C=C1)Cl